tert-butyl [4-chloro-7-(morpholin-4-yl)-2-oxopyrido[3,2-d]pyrimidin-1(2H)-yl]acetate ClC=1C2=C(N(C(N1)=O)CC(=O)OC(C)(C)C)C=C(C=N2)N2CCOCC2